(R)-ethyl 2-(2-((5-(1-aminoisoquinolin-7-yl)-1-(tetrahydrofuran-3-yl)-1H-indazol-3-yl)methoxy)phenyl)acetate NC1=NC=CC2=CC=C(C=C12)C=1C=C2C(=NN(C2=CC1)[C@H]1COCC1)COC1=C(C=CC=C1)CC(=O)OCC